4-(aminomethyl)-6-phenyl-phthalazin-1-ol NCC1=NN=C(C2=CC=C(C=C12)C1=CC=CC=C1)O